5-fluoro-6-(((1-methylcyclobutyl)amino)methyl)-4-(trifluoromethyl)isoindolin-1-one FC=1C(=C2CNC(C2=CC1CNC1(CCC1)C)=O)C(F)(F)F